ClC=1C=C2C=3[C@H]([C@@H]([C@H](CC3NC2=CC1)C1=CC=C(C=C1)C)NC)CCNCC1CC(C1)(F)F (2R,3R,4R)-6-Chloro-4-(2-{[(3,3-difluorocyclobutyl)methyl]amino}ethyl)-N-methyl-2-(4-methylphenyl)-2,3,4,9-tetrahydro-1H-carbazol-3-amine